C(C)(=O)C1=CC=C2C(=N1)NC(=C2)C(=O)N(C)OC 6-acetyl-N-methoxy-N-methyl-1H-pyrrolo[2,3-b]pyridine-2-carboxamide